NC=1SC2=C(C=3N(CCC2)N=C2C3CN(CC2)C(=O)C2=CC(=C(C=C2)Cl)Cl)N1 (2-amino-4,5,6,9,10,12-hexahydro-11H-pyrido[4',3':3,4]pyrazolo[1,5-a]thiazolo[4,5-c]azepin-11-yl)(3,4-dichlorophenyl)methanone